N1=C(C=CC=C1)C=1C=NC(=CC1)CN(C(=O)C1=CC2=NC(=C(C=C2N1COCC[Si](C)(C)C)C)N=C(C1=CC=CC=C1)C1=CC=CC=C1)C1CCCC=2C=CC=NC12 N-([2,3'-bipyridin]-6'-ylmethyl)-5-((diphenylmethylene)amino)-6-methyl-N-(5,6,7,8-tetrahydroquinolin-8-yl)-1-((2-(trimethylsilyl)ethoxy)methyl)-1H-pyrrolo[3,2-b]pyridine-2-carboxamide